4-(3,7-Bis(dimethylamino)-5,5-diisopropyldibenzo[b,e]silin-10(5H)-yliden)-N-(21-chloro-8-oxo-3,6,12,15-tetraoxa-9-azahenicosyl)butanamid CN(C=1C=CC2=C([Si](C3=C(C2=CCCC(=O)NCCOCCOCC(NCCOCCOCCCCCCCl)=O)C=CC(=C3)N(C)C)(C(C)C)C(C)C)C1)C